tripropylbismuthane C(CC)[Bi](CCC)CCC